C(CCCCC)C(CCC[C@H](N)C(=O)O)NC[C@@H]([C@H]([C@@H]([C@@H](CO)O)O)O)O 6-hexyl-N6-((2s,3r,4r,5r)-2,3,4,5,6-pentahydroxyhexyl)-L-lysine